1-Benzyl N-[2-[(2R)-4-[3-[1-(2,6-dioxo-3-piperidyl)-3-methyl-2-oxo-benzimidazol-5-yl]prop-2-ynyl]morpholin-2-yl]ethyl]-N-methyl-carbamate O=C1NC(CCC1N1C(N(C2=C1C=CC(=C2)C#CCN2C[C@H](OCC2)CCN(C(OCC2=CC=CC=C2)=O)C)C)=O)=O